2-[4-(chloromethyl)phenyl]-1-isopropyl-4-(trifluoromethyl)imidazole ClCC1=CC=C(C=C1)C=1N(C=C(N1)C(F)(F)F)C(C)C